2-(hydroxy(phenyl)methyl)acrylonitrile OC(C(C#N)=C)C1=CC=CC=C1